1,3-bis(2,6-dipentylphenyl)imidazolium chloride salt [Cl-].C(CCCC)C1=C(C(=CC=C1)CCCCC)N1C=[N+](C=C1)C1=C(C=CC=C1CCCCC)CCCCC